(S)-3-((S)-sec-butyl)-N-(1-cyanocyclopropyl)-2-oxo-1,2,3,5-tetrahydro-4H-benzo[e][1,4]diazepine-4-carboxamide [C@H](C)(CC)[C@@H]1N(CC2=C(NC1=O)C=CC=C2)C(=O)NC2(CC2)C#N